2,6-dinitro-N,N-dipropyl-4-trifluoromethyl-aniline [N+](=O)([O-])C1=C(N(CCC)CCC)C(=CC(=C1)C(F)(F)F)[N+](=O)[O-]